N1C=C(C2=CC=CC=C12)C(=O)[O-] indole-3-carboxylate